dioleoyl-trimethyl-ammonium chloride [Cl-].C(CCCCCCC\C=C/CCCCCCCC)(=O)C([NH+](C)C)C(CCCCCCC\C=C/CCCCCCCC)=O